(E)-4-(thiophen-3-yl)but-3-en-2-one S1C=C(C=C1)/C=C/C(C)=O